CC(C)(C)OC(=O)N1C[C@H](CC1)N (3S)-3-aminotetrahydropyrrole-1-formic acid-2-methylpropan-2-yl ester